C(CCCCC)(=O)N[C@@H](CCCNC(N)=N)C(=O)O Nα-caproyl-L-arginine